C(CCCCCCC)N1CCO[Sn]2(OCC1)OCCN(CCO2)CCCCCCCC 4,12-di-n-octyl-1,7,9,15-tetraoxa-4,12-diaza-8-stannaspiro[7.7]pentadecane